3-(2-hydroxy-5-methylphenyl)thiourea OC1=C(C=C(C=C1)C)NC(N)=S